ClC=1C(=NC(=NC1)N[C@H]1CN(CC1)C1CCN(CC1)CC1CCN(CC1)C=1C=C2C(N(C(C2=CC1)=O)C1C(NC(CC1)=O)=O)=O)C1=CNC2=CC=CC=C12 5-(4-((4-((R)-3-((5-chloro-4-(1H-indol-3-yl)pyrimidin-2-yl)amino)pyrrolidin-1-yl)piperidin-1-yl)methyl)piperidin-1-yl)-2-(2,6-dioxopiperidin-3-yl)isoindoline-1,3-dione